C(C)(C)(C)NC(=O)NC=1C=C2CCC(N(C2=CC1)[C@@H](C)C1=CC(=CC=C1)OC)=O (S)-1-(tert-butyl)-3-(1-(1-(3-methoxyphenyl)ethyl)-2-oxo-1,2,3,4-tetrahydroquinolin-6-yl)urea